ClC1=CC2=C(N=CN2)C=C1Cl 5,6-Dichlorobenzimidazole